N-(1-((1r,4r)-4-((2S,6r)-2,6-dimethylmorpholinyl)cyclohexyl)-3-((4-methyl-4H-1,2,4-triazol-3-yl)methoxy)-1H-pyrazol-4-yl)pyrimidin-2-amine C[C@H]1CN(C[C@H](O1)C)C1CCC(CC1)N1N=C(C(=C1)NC1=NC=CC=N1)OCC1=NN=CN1C